sodium 6,7-dihydroxy-2-naphthalenesulfonate OC=1C=C2C=CC(=CC2=CC1O)S(=O)(=O)[O-].[Na+]